FC(COCOC(CF)CF)F 2-((2,2-difluoroethoxy)-methoxy)-1,3-difluoro-propane